N-{(3S,4R)-5-fluoro-3-[(2-fluoro[biphenyl]-3-yl)methyl]-2-[(2R)-2-hydroxy(2H4)propanoyl]-2-azabicyclo[3.1.1]heptan-4-yl}methanesulfonamide FC12[C@@H]([C@@H](N(C(C1)C2)C([C@@](C([2H])([2H])[2H])(O)[2H])=O)CC=2C(=C(C=CC2)C2=CC=CC=C2)F)NS(=O)(=O)C